(5-fluoro-2,4-dioxo-3,4-dihydropyrimidin-1(2H)-yl)methyl tryptophanate N[C@@H](CC1=CNC2=CC=CC=C12)C(=O)OCN1C(NC(C(=C1)F)=O)=O